1,2,4,5-tetrakis(2-mercaptoethylthio)benzene SCCSC1=C(C=C(C(=C1)SCCS)SCCS)SCCS